ClC1=CC=C(C(=O)NC2=C(C=C(C=C2)C)O)C=C1 4-chloro-N-(2-hydroxy-4-methylphenyl)benzamide